5,10,15,20-tetra-1H-pyrazol-4-yl-21H,23H-porphine N1N=CC(=C1)C=1C2=CC=C(N2)C(=C2C=CC(C(=C3C=CC(=C(C=4C=CC1N4)C=4C=NNC4)N3)C=3C=NNC3)=N2)C=2C=NNC2